FC=1C=C(C=CC1)NCCC1=CC(=NN1)N 5-(2-((3-fluorophenyl)amino)-ethyl)-1H-pyrazol-3-amine